C(C)N1C2=CC=CC=C2C=2C=C(C=CC12)C=1C2=CC=CC=C2C=C2C=CC=CC12 N-ethyl-3-(9-anthryl)-carbazole